2-(1-((S)-piperidin-3-yl)-1H-pyrazol-4-yl)-1H-pyrrole N1C[C@H](CCC1)N1N=CC(=C1)C=1NC=CC1